FC(C=1C=C2C=CC(=NC2=CC1)NC1=NC2=C(N1)C=C(C=C2)C2CCN(CC2)CCO)(F)F 2-(4-(2-((6-(trifluoromethyl)quinolin-2-yl)amino)-1H-benzo[d]imidazol-6-yl)piperidin-1-yl)ethan-1-ol